C(#C)C1=C(C(=C(CN2C3CN(CC2C3)C3=CC=C(C=N3)C=3C=2N(C=C(C3)OCC(C)(C)O)N=CC2C#N)C(=C1F)F)F)F 4-(6-(6-(4-ethynyl-2,3,5,6-tetrafluorobenzyl)-3,6-diazabicyclo[3.1.1]heptan-3-yl)pyridin-3-yl)-6-(2-hydroxy-2-methylpropyloxy)pyrazolo[1,5-a]pyridine-3-carbonitrile